OCC(NC(C=C)=O)(CO)CO tris(hydroxy-methyl)acrylamidomethane